CN1C(=NC2=C1C=CC(=C2)C2=C(C=CC=C2)OC2=CC=CC=C2)CCCC(=O)O 4-[1-methyl-5-(2-phenoxyphenyl)benzimidazol-2-yl]butanoic acid